(2S,4R)-2-((3-chlorophenyl)carbamoyl)-4-fluoropyrrolidine-1-carboxylic acid tert-butyl ester C(C)(C)(C)OC(=O)N1[C@@H](C[C@H](C1)F)C(NC1=CC(=CC=C1)Cl)=O